O1C=CC2(C=C1)OC(C1=C2N=CN=C1)=O spiro[furo[3,4-d]pyrimidine-7,4'-pyran]-5-one